COC(=O)C1C2CCC(C1NC=1C3=C(N=C(N1)C1=CN(C4=NC=C(C=C41)F)S(=O)(=O)C4=CC=C(C)C=C4)N=CC=C3)CC2.N=2N(N=NC2)C2=CC=C(C=C2[2H])O 4-(2H-tetrazol-2-yl)phenol-5-d (+/-)-trans-methyl-3-((2-(5-fluoro-1-tosyl-1H-pyrrolo[2,3-b]pyridin-3-yl)pyrido[2,3-d]pyrimidin-4-yl)amino)bicyclo[2.2.2]octane-2-carboxylate